N-((R)-3-methyl-1-((3aS,4S,6S,7aR)-3a,5,5-trimethylhexahydro-4,6-methanobenzo[d][1,3,2]dioxaborol-2-yl)butyl)-3-phenyl-4,5-dihydroisoxazol-5-carboxamide CC(C[C@@H](B1O[C@@]2([C@H](O1)C[C@H]1C([C@@H]2C1)(C)C)C)NC(=O)C1CC(=NO1)C1=CC=CC=C1)C